C(C)N1C2=NC(=NC(=C2N=C1C(COC)O)N1CCOCC1)N1N=C(C(=C1)C1=CC=CC=C1)OC 1-(9-ethyl-2-(3-methoxy-4-phenyl-1H-pyrazol-1-yl)-6-morpholino-9H-purin-8-yl)-2-methoxyethan-1-ol